1-bromo-2-(2-ethoxyethoxy)ethane BrCCOCCOCC